BrC1=NO[C@@H](C1)C1=NC=C(C(=C1)OC1=CC(=CC=C1)C(F)(F)F)C (5S)-3-bromo-5-[5-methyl-4-[3-(trifluoromethyl)phenoxy]-2-pyridyl]-4,5-dihydroisoxazole